C(C)(C)(C)C=1C(=CC(=C(OCCOCCOCCOCCOCCOCCOC2=CC=C(C=C2)C2CCN(CC2)S(=O)(=O)C2=CC=C(C(=O)NCC(=O)O)C=C2)C1)O)NC(=O)C1=CNC2=CC=CC=C2C1=O 2-(4-((4-(4-((17-(5-(tert-butyl)-2-hydroxy-4-(4-oxo-1,4-dihydroquinoline-3-carboxamido)phenoxy)-3,6,9,12,15-pentaoxaheptadecyl)oxy)phenyl)piperidin-1-yl)sulfonyl)benzamido)acetic acid